N1N=CC2=CC(=CC=C12)C=1C=NC=2N(C=3C=CC(=CC3OC2C1)C=1C=C2C=NNC2=CC1)CCOCCN1CC2(COC2)C1 6,12-bis-(1H-indazol-5-yl)-2-[2-(2-{2-oxa-6-azaspiro[3.3]heptan-6-yl}ethoxy)ethyl]-9-oxa-2,4-diazatricyclo[8.4.0.0^{3,8}]tetradeca-1(10),3(8),4,6,11,13-hexaene